N-(6-methyl-2-(6-methyl-1,4-diazepan-1-yl)pyrimidin-4-yl)-1H-indazol-5-amine CC1=CC(=NC(=N1)N1CCNCC(C1)C)NC=1C=C2C=NNC2=CC1